C12(CC2C1)C(=O)N1CCC(CC1)OC=1C=C2C(=NC=NC2=CC1OC)NC1=C(C=CC(=C1)C=1OC=CC1)OC bicyclo[1.1.0]butan-1-yl(4-((4-((5-(furan-2-yl)-2-methoxyphenyl)amino)-7-methoxyquinazolin-6-yl)oxy)piperidin-1-yl)methanone